C(C)(C)C1=NOC(=C1)C(=O)N isopropylisoxazole-5-carboxamide